[N+](=O)([O-])[O-].[Ni+2].O.[N+](=O)([O-])[O-] water nickel nitrate